C12C(C3CC(CC(C1)C3)C2)NC(=O)C2=NN(C(=N2)C2=CC=C(C=C2)C(C)C)C2=CC=C(C=C2)F N-(adamantan-2-yl)-1-(4-fluorophenyl)-5-(4-isopropylphenyl)-1H-1,2,4-triazole-3-carboxamide